(S)-ethyl 2-(tert-butoxy)-2-(7-(4-chlorophenyl)-5-methyl-2-(1-methyl-3-(1-(oxetan-3-yl)azetidin-3-yl)-1H-indazol-5-yl)benzo[d]thiazol-6-yl)acetate C(C)(C)(C)O[C@H](C(=O)OCC)C1=C(C2=C(N=C(S2)C=2C=C3C(=NN(C3=CC2)C)C2CN(C2)C2COC2)C=C1C)C1=CC=C(C=C1)Cl